(S)-1-(4-{3-[(1r,3R,5S,7S)-3,5-dimethyladamantan-1-yl]ureido}benzoyl)piperidine-3-carboxamide C[C@]12CC3(CC(C[C@@](C1)(C3)C)C2)NC(NC2=CC=C(C(=O)N3C[C@H](CCC3)C(=O)N)C=C2)=O